5-chloro-3-(4-propylbenzamido)benzofuran-2-carboxylic acid ClC=1C=CC2=C(C(=C(O2)C(=O)O)NC(C2=CC=C(C=C2)CCC)=O)C1